4-benzyloxymethyl-1,3-dioxolan-2-one C(C1=CC=CC=C1)OCC1OC(OC1)=O